5-(1H-pyrrol-3-yl)-2-[({4-[(3-methoxypropyl)oxy]-3-methylpyridin-2-yl}methyl)thio]-1H-benzo[d]imidazole N1C=C(C=C1)C1=CC2=C(NC(=N2)SCC2=NC=CC(=C2C)OCCCOC)C=C1